NC=1C(NC2=C3C=CC=NC3=C(C=C2C1C1=C2C=NNC2=C(C=C1)F)N1CCC2(COC2)C1)=O 3-amino-4-(7-fluoro-1H-indazol-4-yl)-6-(2-oxa-7-azaspiro[3.4]octan-7-yl)-1H-1,7-phenanthrolin-2-one